racemic-3-((3-(4-aminopyrido[3,2-d]pyrimidin-6-yl)phenyl)ethynyl)-3-(difluoromethyl)-1-methylpyrrolidin-2-one NC=1C2=C(N=CN1)C=CC(=N2)C=2C=C(C=CC2)C#C[C@]2(C(N(CC2)C)=O)C(F)F |r|